1-(5-((2-chlorobenzyl)oxy)octahydrocyclopenta-[c]pyrrole-2-carbonyl)-4-(trifluoromethyl)-1H-pyrazole-3-carboxylic acid ClC1=C(COC2CC3C(CN(C3)C(=O)N3N=C(C(=C3)C(F)(F)F)C(=O)O)C2)C=CC=C1